C(C1=CC=CC=C1)N1C2=C(SCC1=O)C=CC(=C2)NC(=O)NC=2C=C1C=CNC1=CC2 1-(4-benzyl-3-oxo-3,4-dihydro-2H-benzo[b][1,4]thiazin-6-yl)-3-(1H-indol-5-yl)urea